CN(C([C@H](CS)N(C(OCC1C2=CC=CC=C2C=2C=CC=CC12)=O)C)=O)C 9H-fluorene-9-ylmethyl N-[(2R)-1-(dimethylamino)-1-oxo-3-sulfanylpropan-2-yl]-N-methylcarbamate